ClC1=NC(=C2C(=N1)N(N=C2)[C@H]2[C@@H]([C@@H]([C@H](O2)COCP(O)(O)=O)O)O)NCC2=CC(=CC=C2)F ((((2R,3S,4R,5R)-5-(6-chloro-4-((3-fluorobenzyl)amino)-1H-pyrazolo[3,4-d]pyrimidin-1-yl)-3,4-dihydroxytetrahydrofuran-2-yl)methoxy)methyl)phosphonic acid